6-(2,6-dichlorophenyl)-2-({4-[(4-methylpiperazin-1-yl)methyl]phenyl}amino)imidazo[1,2-a]pyrimido[5,4-e]pyrimidin-5(6H)-one ClC1=C(C(=CC=C1)Cl)N1C=2N(C3=C(C1=O)C=NC(=N3)NC3=CC=C(C=C3)CN3CCN(CC3)C)C=CN2